Methyl (S)-3-(4-(benzyloxy)phenyl)-2-(2-(1-(phenethylsulfonyl)piperidin-4-yl)acetamido)-propanoate C(C1=CC=CC=C1)OC1=CC=C(C=C1)C[C@@H](C(=O)OC)NC(CC1CCN(CC1)S(=O)(=O)CCC1=CC=CC=C1)=O